3-azidopropan-1-amine N(=[N+]=[N-])CCCN